tert-butyl 2-(2-bromo-1,3-benzothiazol-5-yl)-5-methyl-piperidine-1-carboxylate BrC=1SC2=C(N1)C=C(C=C2)C2N(CC(CC2)C)C(=O)OC(C)(C)C